3-Fluorotridec-12-en-1-yn FC(C#C)CCCCCCCCC=C